C(C)N1C=[N+](C=C1)C.C(C)(=O)NCC(=O)[O-] N-acetylglycine 1-ethyl-3-methylimidazolium salt